FC1=CC(=CC=2N(C(=NC21)C)C(C)C)C=2C1=C(N=C(N2)NC2=CC=NC=C2)NC=C1 (4-fluoro-1-isopropyl-2-methyl-1H-benzo[d]imidazol-6-yl)-N-(pyridin-4-yl)-7H-pyrrolo[2,3-d]pyrimidin-2-amine